S1C(=NC2=C1C=CC=C2)[C@H]2N(C[C@@H](C2)O)C([C@@H](N2N=NC(=C2)C=2SC=CC2)C2CCCCC2)=O (S)-1-((2S,4R)-2-(benzo[d]thiazol-2-yl)-4-hydroxypyrrolidin-1-yl)-2-cyclohexyl-2-(4-(thiophen-2-yl)-1H-1,2,3-triazol-1-yl)ethan-1-one